OC12OC3=C(C1(C(C1=CC=CC(=C12)[N+](=O)[O-])=O)NC(CC1C(C=CC=C1)=O)=O)C=CC(=C3)C(C)C N-(4b-hydroxy-7-isopropyl-4-nitro-10-oxo-9b,10-dihydro-4bH-indeno[1,2-b]benzofuran-9b-yl)-2-oxo-phenyl-acetamide